Cl.Cl.O1CNCC2=C1C(=CC=C2)C2=CC(=C(C(=O)OC)C=C2F)N2C1COCC2CC1 methyl 4-(3,4-Dihydro-2H-1,3-benzoxazin-8-yl)-5-fluoro-2-(3-oxa-8-azabicyclo[3.2.1]octan-8-yl)benzoate dihydrochloride